C1=CC(=C(C=C1S(=O)(=O)C2=CC(=C(C=C2)N)N)N)N 3,3',4,4'-tetraaminodiphenyl sulfone